4-((7-(cyclobutanecarbonyl)-5H-pyrrolo[2,3-b]pyrazin-2-yl)amino)piperidine-1-carboxylic acid tert-butyl ester C(C)(C)(C)OC(=O)N1CCC(CC1)NC=1N=C2C(=NC1)NC=C2C(=O)C2CCC2